2-(9-(Pyridin-2-yl)-6-oxaspiro[4.5]decan-9-yl)propan-1-amine N1=C(C=CC=C1)C1(CCOC2(CCCC2)C1)C(CN)C